NC=1C(NC2=CC=C(C=C2C1C1=C2C=NNC2=CC=C1)Cl)=O 3-Amino-6-chloro-4-(1H-indazol-4-yl)-1H-quinolin-2-one